3-(4-(1-azido-3,6,9,12-tetraoxapentadec-14-yn-15-yl)-1-oxoisoindolin-2-yl)piperidine-2,6-dione N(=[N+]=[N-])CCOCCOCCOCCOCC#CC1=C2CN(C(C2=CC=C1)=O)C1C(NC(CC1)=O)=O